CC1=CC=C(C=C1)CCC 1-methyl-4-n-propyl-benzene